C(#N)/C=C/C(=O)N([C@H]1C[C@H](CC1)OC=1C=2N(C=C(N1)C=1C=NN(C1)C)N=CC2)C rac-(E)-3-cyano-N-methyl-N-((1R,3S)-3-((6-(1-methyl-1H-pyrazol-4-yl)pyrazolo[1,5-a]pyrazin-4-yl)oxy)cyclopentyl)acrylamide